4-(benzyloxy)cyclohexan-1-one C(C1=CC=CC=C1)OC1CCC(CC1)=O